tert-butyl N-[(10R,14S)-5-bromo-10-methyl-9-oxo-3,8-diazatricyclo[13.3.1.02,7]nonadeca-1(19),2(7),3,5,15,17-hexaen-14-yl]carbamate BrC=1C=NC=2C=3C=CC=C([C@H](CCC[C@H](C(NC2C1)=O)C)NC(OC(C)(C)C)=O)C3